COC=1C=C(C=2C=C(C(N(C2C1)C)=O)C)N1CCCC2=CC=C(C=C12)N(S(=O)(=O)C)S(=O)(=O)C N-(7'-methoxy-1',3'-dimethyl-2'-oxo-1',2',3,4-tetrahydro-2H-[1,5'-biquinolin]-7-yl)-N-(methylsulfonyl)methanesulfonamide